4-(6-Bromo-2-ethylimidazo[1,2-a]pyridin-8-yl)morpholine BrC=1C=C(C=2N(C1)C=C(N2)CC)N2CCOCC2